NC(CC(=O)O)C(NC(C(OC(C)C)=O)CCC)=O 3-amino-3-{[1-oxo-1-(prop-2-yloxy)pent-2-yl]carbamoyl}propanoic acid